ClC=1C=C(CN2CC(OCC2)CNC(C)=O)C=CC1Cl N-{[4-(3,4-dichlorobenzyl)morpholin-2-yl]methyl}acetamide